3-{[(5Z)-4-[18F]Fluorotetradec-5-en-1-yl]Sulfanyl}propionic acid [18F]C(CCCSCCC(=O)O)\C=C/CCCCCCCC